FC(C(=O)O)(F)F.ClC1=NC(=CC(N1)=O)C 2-chloro-6-methylpyrimidin-4(3H)-one trifluoroacetate salt